N-[(6-([(3,3-difluorocyclobutyl)amino]methyl)imidazo[1,2-a]pyridin-2-yl)methyl]-4-oxo-4H-pyrido[1,2-a]pyrimidine-2-carboxamide FC1(CC(C1)NCC=1C=CC=2N(C1)C=C(N2)CNC(=O)C=2N=C1N(C(C2)=O)C=CC=C1)F